Magnesium-Aluminium silicate [Si]([O-])([O-])([O-])[O-].[Al+3].[Mg+2]